N-(2-aminoethyl)-3-(6-((((3-(6-hydroxy-3-oxoisoindolin-1-yl)-1H-indol-2-yl)methyl)amino)methyl)-1-((1-methyl-1H-imidazol-4-yl)methyl)-1H-indol-3-yl)propenamide NCCNC(C=CC1=CN(C2=CC(=CC=C12)CNCC=1NC2=CC=CC=C2C1C1NC(C2=CC=C(C=C12)O)=O)CC=1N=CN(C1)C)=O